CN1SC=CC1=O 2-methyl-4-isothiazoline-3-one